(E)-1H-indole N1C=CC2=CC=CC=C12